C(#N)[C@H](CC1=CC=C(C=C1)C=1C=CC2=C(N(C(O2)=O)C)C1)C1(OCCCNC1)C(=O)N ((S)-1-Cyano-2-[4-(3-methyl-2-oxo-2,3-dihydro-1,3-benzoxazol-5-yl)phenyl]ethyl)-1,4-oxazepane-2-carboxamide